OCCC1(C(=O)[O-])C=CC(C(=O)[O-])(C=C1)CCO 1,4-bis(hydroxyethyl)terephthalate